ClC1=C(C(=CC=C1)OC1=NC=C(C=N1)Cl)C(CCC(F)(F)F)=O 1-{2-chloro-6-[(5-chloropyrimidine-2-yl)oxy]phenyl}-4,4,4-trifluorobutane-1-one